FC(C(=O)N1CC(C1)C1=NN(C2=NC=CC(=C21)N2C([C@@H](CC2)O)=O)C2=CC=C(C=C2)OC(F)(F)F)=C (R)-1-(3-(1-(2-fluoroacryloyl)azetidin-3-yl)-1-(4-(trifluoromethoxy)phenyl)-1H-pyrazolo[3,4-b]pyridin-4-yl)-3-hydroxypyrrolidin-2-one